4-(dimethylamino)cyclohexanone CN(C1CCC(CC1)=O)C